ClC1=C(C(=O)NCC2=CC=C(C=C2)C=2NC(C=CC2F)=O)C(=CC=C1)Cl 2,6-dichloro-N-(4-(3-fluoro-6-oxo-1,6-dihydropyridin-2-yl)benzyl)benzamide